proline-15N [15NH]1[C@@H](CCC1)C(=O)O